(1-aminopropane-2-yl) orthosilicate [Si](OC(CN)C)([O-])([O-])[O-]